5-(2-aminobenzo[d]thiazol-6-yl)-N-(2-fluoro-5-(trifluoromethoxy)benzyl)-2-methoxynicotinamide NC=1SC2=C(N1)C=CC(=C2)C=2C=NC(=C(C(=O)NCC1=C(C=CC(=C1)OC(F)(F)F)F)C2)OC